6-Oxo-N-[4-(trifluoromethoxy)phenyl]-1H-pyridine-3-carboxamide O=C1C=CC(=CN1)C(=O)NC1=CC=C(C=C1)OC(F)(F)F